(E)-1-(bromomethyl)-4-(4-(trifluoromethyl)styryl)benzene 4-(chlorocarbonyl)-3,5-dimethylpiperazine-1-carboxylate ClC(=O)N1C(CN(CC1C)C(=O)O)C.BrCC1=CC=C(C=C1)\C=C\C1=CC=C(C=C1)C(F)(F)F